1,5-diethyl (2S)-2-([5-(2-chloroacetamido)-3-fluoropyridin-2-yl]formamido)pentanedioate ClCC(=O)NC=1C=C(C(=NC1)C(=O)N[C@H](C(=O)OCC)CCC(=O)OCC)F